ClC1=NC(=NC(=N1)C1=CC=CC=C1)C1=CC=C(C2=CC=CC=C12)C1=CC=CC=C1 2-chloro-4-phenyl-6-(4-phenyl-naphthalene-1-yl)-1,3,5-triazine